OC1=CC=C2CCN(CC2=C1)C(=O)OC(C)(C)C tert-Butyl 7-hydroxy-3,4-dihydro-1H-isoquinoline-2-carboxylate